5-chloro-4-oxo-3,4-dihydroquinazoline ClC1=C2C(NC=NC2=CC=C1)=O